2-(6-azaspiro[2.5]octan-6-yl)-4-bromo-N-hydroxy-benzamidine C1CC12CCN(CC2)C2=C(C(=N)NO)C=CC(=C2)Br